ClC1=NC=2CN(CCC2C=C1)C(=O)OC(C)(C)C tert-butyl 2-chloro-6,8-dihydro-5H-1,7-naphthyridine-7-carboxylate